1-(4-(1-(2-fluorophenyl)azetidin-3-yl)-2,6-dimethylbenzyl)-3-methylazetidin-3-ol formate salt C(=O)O.FC1=C(C=CC=C1)N1CC(C1)C1=CC(=C(CN2CC(C2)(O)C)C(=C1)C)C